C(C)(C)(C)OC(=O)NCCOC1=C(C(=O)O)C=C(C(=C1)[N+](=O)[O-])C 2-(2-((tert-Butoxycarbonyl)amino)ethoxy)-5-methyl-4-nitrobenzoic acid